COC1=C(C(=NC2=CC=CC=C12)OC)C1=CC(=CC=C1)OC Dimethoxy-3-(3-methoxy-phenyl)-quinoline